Methyl ((4-((3,4-dichlorophenyl) thio)-3-nitrophenyl) sulfonyl)-L-valinate ClC=1C=C(C=CC1Cl)SC1=C(C=C(C=C1)S(=O)(=O)N[C@@H](C(C)C)C(=O)OC)[N+](=O)[O-]